ClC1=CC=2NC(=CC2S1)C(=O)N(C)[C@@H]1C=2C3=C(C(NC2CNC1)=O)C=C(C(=C3)F)F (R)-2-chloro-N-(8,9-difluoro-6-oxo-1,2,3,4,5,6-hexahydrobenzo[c][1,7]naphthyridin-1-yl)-N-methyl-4H-thieno[3,2-b]pyrrole-5-carboxamide